2-(5-ethylthiophene-2-yl)acetonitrile C(C)C1=CC=C(S1)CC#N